N,N-dimethyl-2-(4-(4-nitrophenyl)piperazin-1-yl)ethan-1-amine CN(CCN1CCN(CC1)C1=CC=C(C=C1)[N+](=O)[O-])C